FC1CN(CCN1[N+](=O)[O-])C1=CC=CC=C1C(=O)NC1=CC=CC=C1 3-fluoro-4-nitro-N-phenylpiperazin-1-benzamide